(2S,4r)-1-[(2S)-2-(4-cyclopropyl-triazol-1-yl)-3,3-dimethyl-butyryl]-4-hydroxy-N-[1-(1-methylpyrazol-4-yl)sulfonyl-4-piperidinyl]pyrrolidine-2-carboxamide C1(CC1)C=1N=NN(C1)[C@H](C(=O)N1[C@@H](C[C@H](C1)O)C(=O)NC1CCN(CC1)S(=O)(=O)C=1C=NN(C1)C)C(C)(C)C